ClC1CCC2(CNC3=NC=C(C=C32)C3=CC(=CC=C3)S(=O)(=O)C)C1 4-Chloro-5'-(3-(methylsulfonyl)phenyl)-1',2'-dihydrospiro[cyclopentane-1,3'-pyrrolo[2,3-b]pyridin]